BrC=1C=NN(C1[N+](=O)[O-])C=1C=C(C=C(C1)C)NC(C=C)=O N-[3-(4-bromo-5-nitropyrazol-1-yl)-5-methylphenyl]prop-2-enamide